ClC=1C=C2CC(COC2=CC1)C(=O)C1=CN(C2=C1C=NC(=C2)C=2C=NNC2OC)CCO (6-Chlorochroman-3-yl)(1-(2-hydroxyethyl)-6-(5-methoxy-1H-pyrazol-4-yl)-1H-pyrrolo[3,2-c]pyridin-3-yl)methanone